2-((S)-1-propenoyl-4-(7-(8-methylnaphthalen-1-yl)-2-(2-((S)-1-methylpyrrolidin-3-yloxy)ethyl)-5,6,7,8-tetrahydropyrido[3,4-d]pyrimidin-4-yl)piperazin-2-yl)acetonitrile C(C=C)(=O)N1[C@H](CN(CC1)C=1C2=C(N=C(N1)CCO[C@@H]1CN(CC1)C)CN(CC2)C2=CC=CC1=CC=CC(=C21)C)CC#N